Boc-(R)-γ-(2-fluorobenzyl)-L-proline C(=O)(OC(C)(C)C)N1[C@H](CC(C1)CC1=C(C=CC=C1)F)C(=O)O